CC1=CC=C(C=C1)S(=O)(=O)C(C2=CC=C(C=C2)F)[N+]#[C-] ALPHA-(P-TOLUENESULFONYL)-4-FLUOROBENZYLISONITRILE